ClC1=C(SC(=C1)C(C)(C)O)[S@@](=O)(N)=NC(NC1=C2C(=NC3=C1CCC3)CCC2)=O (R)-3-Chloro-N'-((1,2,3,5,6,7-hexahydrodicyclopenta[b,e]pyridin-8-yl)carbamoyl)-5-(2-hydroxypropan-2-yl)thiophene-2-sulfonimidamide